NC1=NC=NC=2NC3=C(C=C(C=C3C21)C(F)(F)F)C 4-amino-8-methyl-6-(trifluoromethyl)-9H-pyrimido[4,5-b]indol